C(C)[S-].[Li+] lithium ethanethiolate